OC1CCC(CC1)N1C2=NC(=NC=C2N(C1=O)C)NC=1C=C2C=CC=NC2=CC1C ((1r,4r)-4-hydroxycyclohexyl)-7-methyl-2-((7-methylquinolin-6-yl)amino)-7,9-dihydro-8H-purin-8-one